N[C@H]1C[C@H](N(CC1)C(=O)N1CC2(CCCC2)[C@@H](CC1)CN1C=NC(=CC1=O)C1=CC=CC=C1)C1=CC(=CC(=C1)F)F 3-(((R)-7-((2S,4R)-4-amino-2-(3,5-difluorophenyl)piperidine-1-carbonyl)-7-azaspiro[4.5]dec-10-yl)methyl)-6-phenylpyrimidin-4(3H)-one